3-((2-fluoro-4-(5-(trifluoromethyl)-1,2,4-oxadiazol-3-yl)benzyl)amino)-4-((4-fluorophenyl)amino)cyclobut-3-ene-1,2-dione FC1=C(CNC=2C(C(C2NC2=CC=C(C=C2)F)=O)=O)C=CC(=C1)C1=NOC(=N1)C(F)(F)F